3-Methoxy-2-methylpropane-1,2-diamine COCC(CN)(N)C